(R)-N'-((2-fluoro-3,5-diisopropylpyridin-4-yl)carbamoyl)-2-(2-hydroxypropan-2-yl)thiazole-5-sulfonimidamide FC1=NC=C(C(=C1C(C)C)NC(=O)N=[S@](=O)(N)C1=CN=C(S1)C(C)(C)O)C(C)C